NCCC1=CC=C(C=C1)NC(=O)C1=NOC(=C1)C N-(4-(2-aminoethyl)phenyl)-5-methylisoxazole-3-carboxamide